ClC1=C(C=CC(=C1)Cl)C1OCC(O1)CCC 2-(2,4-dichlorophenyl)-4-propyl-1,3-dioxolan